5-fluoro-N-(quinoxalin-6-ylmethyl)pyridin-3-amine FC=1C=C(C=NC1)NCC=1C=C2N=CC=NC2=CC1